potassium butyl para-hydroxybenzoate OC1=CC=C(C(=O)OCCCC)C=C1.[K]